tetrasodium N-(1,2-dicarboxyethyl)-N-octadecylsulfosuccinamate CCCCCCCCCCCCCCCCCCN[C@@H](CC(=O)O)C(=O)O.C(C(C(=O)O)S(=O)(=O)O)C(=O)O